P(=O)(O)(O)[O-].C(=O)(O)[C@@H](CC1=CN(C2=CC=CC=C12)C)NC([C@H](CCCC[NH3+])[NH3+])=O.P(=O)(O)(O)[O-] (S)-6-(((R)-1-carboxy-2-(1-methyl-1H-indol-3-yl)ethyl)amino)-6-oxohexane-1,5-diaminium dihydrogen phosphate